6'-(3-{2-[3-(pyridin-3-yl)phenyl]acetamido}propoxy)-2',3'-dihydrospiro[cyclohexane-1,1'-indene]-4-carboxylic acid methyl ester COC(=O)C1CCC2(CCC3=CC=C(C=C23)OCCCNC(CC2=CC(=CC=C2)C=2C=NC=CC2)=O)CC1